((2S,6S)-2,6-dimethylpiperazin-1-yl)methanone C[C@@H]1N([C@H](CNC1)C)C=O